(Z)-1-(4-amino-2-fluorobut-2-en-1-yl)-4-(5-chloropyridin-3-yl)-1H-benzo[d]imidazole-6-carbonitrile NC\C=C(\CN1C=NC2=C1C=C(C=C2C=2C=NC=C(C2)Cl)C#N)/F